FC=1C=C(C=2N(C1)C=C(N2)O)C2=C(C=CC=C2)OCC(F)(F)F 6-fluoro-8-(2-(2,2,2-trifluoroethoxy)phenyl)imidazo[1,2-a]pyridin-2-ol